COC1=C(C=C(C=C1)OC)C=1C=C2CCC3(C(C2=CC1)NC(O[C@@H]1CN2CCC1CC2)=O)CC3 (S)-quinuclidin-3-yl (6'-(2,5-dimethoxyphenyl)-3',4'-dihydro-1'H-spiro[cyclopropane-1,2'-naphthalen]-1'-yl)carbamate